(R)-4-benzyl-4-azaspiro[2.4]heptane-6-ol C(C1=CC=CC=C1)N1C2(CC2)C[C@H](C1)O